O=C1N(C(N(C12CCC2)C2=CC=C(C=C2)C2=CC=CC=C2)=S)C2=CC(=C(C#N)C=C2)C(F)(F)F 4-(8-oxo-6-thioxo-5-(4-biphenylyl)-5,7-diazaspiro[3.4]oct-7-yl)-2-trifluoromethyl-benzonitrile